ClC=1C(=C2C(=NC1C)SC1=C2C=CC(=C1)C1=C(C=C(C=C1)C(F)(F)F)F)O.[Na] sodium 3-chloro-7-[2-fluoro-4-(trifluoromethyl)phenyl]-2-methyl-[1]benzothieno[2,3-b]pyridin-4-ol